2-(4-(1-azidoethyl)-1H-imidazol-2-yl)-6-methylpyridine N(=[N+]=[N-])C(C)C=1N=C(NC1)C1=NC(=CC=C1)C